(2S,5R)-6-(((3-ethoxy-2,2-dimethyl-3-oxopropoxy)sulfonyl-oxy)-7-oxo-1,6-diazabicyclo[3.2.1]octane-2-carboxamido)piperidine-1-carboxylate C(C)OC(C(COS(=O)(=O)O[C@]1(N2C(N[C@H](CC1)C2)=O)C(=O)NC2CCCCN2C(=O)[O-])(C)C)=O